C(CCCCCCCCCCCCCCCCCCC)O Eicosanol